ClC1=NC=C(C(=C1)C1=C(C=NC(=C1)C)C(=O)NC=1SC(=NN1)OCC1COCC1)OC(F)F 2'-chloro-5'-(difluoromethoxy)-6-methyl-N-(5-((tetrahydrofuran-3-yl)methoxy)-1,3,4-thiadiazol-2-yl)-(4,4'-bipyridine)-3-carboxamide